(R)-3-((4-(4-(2-(1-aminopiperidin-4-yl)ethyl)piperazin-1-yl)-2-fluorophenyl)amino)piperidine-2,6-dione NN1CCC(CC1)CCN1CCN(CC1)C1=CC(=C(C=C1)N[C@H]1C(NC(CC1)=O)=O)F